[(3R)-1-(4-methoxyphenyl)-2-oxo-azetidin-3-yl]Carbamic acid benzyl ester C(C1=CC=CC=C1)OC(N[C@H]1C(N(C1)C1=CC=C(C=C1)OC)=O)=O